{[4-(1,1-dioxothietan-3-yl)phenyl]amino}-N-[(4-chlorophenyl)methyl]carboxamide O=S1(CC(C1)C1=CC=C(C=C1)NC(=O)NCC1=CC=C(C=C1)Cl)=O